C(OC[C@]1(O[C@H]([C@@H]2OC(O[C@@H]21)(C)C)C2=CC=C1C(=NC=NN12)N)C#N)(OC1CCCC1)=O ((3aS,4R,6S,6aS)-6-(4-aminopyrrolo[2,1-f][1,2,4]triazin-7-yl)-4-cyano-2,2-dimethyltetrahydrofuro[3,4-d][1,3]dioxol-4-yl)methyl cyclopentyl carbonate